6-Iodo-N-methyl-N-((tetrahydro-2H-pyran-4-yl)methyl)-7-((2-(trimethylsilyl)ethoxy)methyl)-7H-pyrrolo[2,3-d]pyrimidin-4-amine IC1=CC2=C(N=CN=C2N(CC2CCOCC2)C)N1COCC[Si](C)(C)C